10-triethoxysilyl-1,4,7-triazadecane C(C)O[Si](CCCNCCNCCN)(OCC)OCC